3-(p-tolyl)-1,3,8-triazaspiro[4.5]dec-1-en-8-carboxylic acid tert-butyl ester C(C)(C)(C)OC(=O)N1CCC2(CN(C=N2)C2=CC=C(C=C2)C)CC1